4-hydroxy-piperidine-4-carboxylic acid, hydrochloride Cl.OC1(CCNCC1)C(=O)O